CC1=NC2=C(N1C=1SC=C(C1)N1CCOCC1)C=CC=C2 2-(2-methyl-1H-benzimidazol-1-yl)-4-morpholinothiophene